2-(chloromethyl)-3,3,3-trifluoropropionitrile ClCC(C#N)C(F)(F)F